5-propoxy-3,4-dichloro-2(5H)-furanone C(CC)OC1C(=C(C(O1)=O)Cl)Cl